4-cyanobenzaldehyde C(#N)C1=CC=C(C=O)C=C1